OC1=CC=C(C=C1)S(=O)(=O)N1CC(OCC1)C1=C(SC2=C1C=CC=C2)C(=O)N [4-(4-hydroxyphenyl)sulfonylmorpholin-2-yl]benzothiophene-2-carboxamide